3-dimethoxypropoxyethylurea COC(CCOCCNC(N)=O)OC